N-(6-((4-(aminomethyl)-1H-pyrazol-1-yl)methyl)-4-methoxybenzo[d]isoxazol-3-yl)-3-methylquinoline-8-sulfonamide hydrochloride Cl.NCC=1C=NN(C1)CC1=CC2=C(C(=NO2)NS(=O)(=O)C=2C=CC=C3C=C(C=NC23)C)C(=C1)OC